COC1=CC=C(C=C1)C1=NC(=NC(=N1)C1=CC=CC=C1)NC1=CC=C(C=C1)/C=C/C(=O)O (E)-3-(4-((4-(4-methoxyphenyl)-6-phenyl-1,3,5-triazin-2-yl)amino)phenyl)acrylic acid